ethyl (6R)-6-{4-[3-(pyrazin-2-yl) pyridin-2-yl] piperazin-1-yl}-2-azaspiro[3.4]octane-2-carboxylate N1=C(C=NC=C1)C=1C(=NC=CC1)N1CCN(CC1)[C@H]1CC2(CN(C2)C(=O)OCC)CC1